1-((3-fluoropyrrolidin-1-yl)methyl)cyclopropylmethanol FC1CN(CC1)CC1(CC1)CO